N-(4-fluoro-3-((2-((1-methyl-1H-pyrazol-4-yl)amino)-5-(phenylethynyl)pyrimidin-4-yl)amino)phenyl)acrylamide FC1=C(C=C(C=C1)NC(C=C)=O)NC1=NC(=NC=C1C#CC1=CC=CC=C1)NC=1C=NN(C1)C